The molecule is an L-alanyl ester obtained by formal condensation of the carboxy group of L-alanine with the 3'-hydroxy group of AMP. It has a role as a Mycoplasma genitalium metabolite. It is a L-alanyl ester, an adenosine 5'-phosphate and a purine ribonucleoside 5'-monophosphate. It derives from an adenosine 5'-monophosphate. C[C@@H](C(=O)O[C@@H]1[C@H](O[C@H]([C@@H]1O)N2C=NC3=C(N=CN=C32)N)COP(=O)(O)O)N